[Cl-].CN1N=NC=2N(C1=O)C=NC2C(=O)NC(=O)OCCCSCC[NH3+] 2-((3-(((3-methyl-4-oxo-3,4-dihydroimidazo[5,1-d][1,2,3,5]tetrazine-8-carbonyl)carbamoyl)oxy)propyl)thio)ethan-1-aminium chloride